C(C1=CC=CC=C1)N1C2(COC2)CC(CC1)=O 5-benzyl-2-oxa-5-azaspiro[3.5]nonan-8-one